FC1=C(C=CC=C1)C(=O)N1CCC=2C1=CN=CC2C=2C=CC=1N(C2)C=CN1 (2-fluorophenyl)(4-(imidazo[1,2-a]pyridin-6-yl)-2,3-dihydro-1H-pyrrolo[2,3-c]pyridin-1-yl)methanone